C(C)OC(=C)C1=C(C=C(C=C1F)[N+](=O)[O-])F 2-(1-ethoxyvinyl)-1,3-difluoro-5-nitro-benzene